N-(acetoxymethyl)-2-trifluoromethylbenzamide C(C)(=O)OCNC(C1=C(C=CC=C1)C(F)(F)F)=O